(Z)-3-(4-fluorophenyl)-2-(hydroxyimino)-3-oxopropionic acid ethyl ester C(C)OC(\C(\C(=O)C1=CC=C(C=C1)F)=N/O)=O